4-(4-((1R,5S)-3,8-diazabicyclo[3.2.1]octan-3-yl)-8-fluoro-2-(2,6-diazaspiro[3.5]nonan-2-yl)quinazolin-7-yl)naphthalen-2-ol [C@H]12CN(C[C@H](CC1)N2)C2=NC(=NC1=C(C(=CC=C21)C2=CC(=CC1=CC=CC=C21)O)F)N2CC1(C2)CNCCC1